FC1=CC(=CC2=C1COC2)B2OC(C(O2)(C)C)(C)C 2-(7-fluoro-1,3-dihydro-2-benzofuran-5-yl)-4,4,5,5-tetramethyl-1,3,2-dioxaborolane